propenyl-dibutyltin chloride C(=CC)[Sn](CCCC)(CCCC)Cl